rac-(5aR,6S,7R,8R,8aS)-3-chloro-8,8a-dihydroxy-1-methoxy-N,N-dimethyl-6-phenyl-5a-(4-(trifluoromethyl)phenyl)-5a,7,8,8a-tetrahydro-6H-cyclopenta[4,5]furo[3,2-c]pyridine-7-carboxamide ClC1=CC2=C(C(=N1)OC)[C@]1([C@@](O2)([C@@H]([C@H]([C@H]1O)C(=O)N(C)C)C1=CC=CC=C1)C1=CC=C(C=C1)C(F)(F)F)O |r|